FC1=CC=C(C=C1)C1=NC=CC(=C1)C(=O)N1CC=2N([C@H](C1)C)C(=NC2)[C@@](C(F)(F)F)(C)O (2-(4-Fluorophenyl)pyridin-4-yl)((S)-5-methyl-3-((R)-1,1,1-trifluoro-2-hydroxypropan-2-yl)-5,6-dihydroimidazo[1,5-a]pyrazin-7(8H)-yl)methanone